isostearyl acetyl glutaminate CC(C)CCCCCCCCCCCCCCCOC(=O)C